NC(C(=O)OCCCCCCCCCCCCCC)C.[Na] sodium tetradecyl aminopropionate